N-(4-methoxybenzyl)-2-(morpholin-4-yl)-8-(1,3-thiazol-5-yl)-N-[(1-{[2-(trimethylsilyl)ethoxy]methyl}-1H-benzimidazol-2-yl)methyl]pyrazolo[1,5-a][1,3,5]triazin-4-amine COC1=CC=C(CN(C2=NC(=NC=3N2N=CC3C3=CN=CS3)N3CCOCC3)CC3=NC2=C(N3COCC[Si](C)(C)C)C=CC=C2)C=C1